C(C=C)(=O)N1CC(CCC1C)NC1=C2C(=NC=C1C(=O)OC)NC=C2 methyl 4-((1-acryloyl-6-methylpiperidin-3-yl)amino)-1H-pyrrolo[2,3-b]pyridine-5-carboxylate